ClC1=NC(=NC(=N1)CC(C)C1=C(C=CC=C1)F)NC(CO)CC(C)C 2-((4-chloro-6-(2-(2-fluorophenyl)propyl)-1,3,5-triazin-2-yl)amino)-4-methylpentan-1-ol